N-[8-[1-(3,5-difluoroanilino)ethyl]-2-morpholino-4-oxo-chromen-6-yl]-N-methyl-acetamide FC=1C=C(NC(C)C=2C=C(C=C3C(C=C(OC23)N2CCOCC2)=O)N(C(C)=O)C)C=C(C1)F